N-(4-(methoxymethyl)-1-(3-(5-methyl-1H-indol-3-yl)propyl)piperidin-4-yl)-N-phenylfuran-2-carboxamide COCC1(CCN(CC1)CCCC1=CNC2=CC=C(C=C12)C)N(C(=O)C=1OC=CC1)C1=CC=CC=C1